ClC1=C(C=C(C=C1)[C@H](NC(=O)N1[C@@H](C(NCC1)=O)C)C1=NC(=C(C=C1)F)C(F)(F)F)C#N (2R)-N-((S)-(4-chloro-3-cyanophenyl)(5-fluoro-6-(trifluoromethyl)pyridin-2-yl)methyl)-2-methyl-3-oxopiperazine-1-carboxamide